BrC1=CC(=C(S1)C(=O)O)CNC1C(NC(CC1)=O)=O 5-bromo-3-[[(2,6-dioxo-3-piperidyl)amino]methyl]thiophene-2-carboxylic acid